N-hydroxy-4-(imidazo[1,2-a]pyridin-2-ylmethyl)-3-oxo-3,4-dihydro-2H-benzo[b][1,4]oxazine-6-carboxamide ONC(=O)C1=CC2=C(OCC(N2CC=2N=C3N(C=CC=C3)C2)=O)C=C1